ClC1=CC(=C(C=C1)C)C 4-chloro-1,2-dimethylbenzene